FC(C=1C=C(C=CC1)NC(=O)C1=CSC=2C[NH2+]CCC21)(F)F N-[3-(trifluoromethyl)phenyl]-4,5,6,7-tetrahydrothieno[2,3-c]pyridin-6-ium-3-carboxamide